CC1=NC(=CC=C1NC(=O)C1CCCCC1)C1=C(C(=NO1)C)NC(=O)O[C@H](C)C=1C=NC=CC1 Cis-2-((2-Methyl-6-(3-methyl-4-((((R)-1-(pyridin-3-yl)ethoxy)carbonyl)amino)isoxazol-5-yl)pyridin-3-yl)carbamoyl)cyclohexan